C(C)C1=C(C=CC(=C1)O)N=C(N)C1=C(C=2N(N=C1)C=C(C2)C=2C=NC(=CC2C)OC)NCC2COC2 N'-(2-ethyl-4-hydroxy-phenyl)-6-(6-methoxy-4-methyl-3-pyridyl)-4-(oxetan-3-ylmethylamino)pyrrolo[1,2-b]pyridazine-3-carboxamidine